FC=1C=C(C(=NC1)OC)[C@@H]1N(CCC1)C1=NC=2N(C=C1)N=CC2C(=O)OCC (R)-ethyl 5-(2-(5-fluoro-2-methoxypyridin-3-yl)pyrrolidin-1-yl)pyrazolo[1,5-a]pyrimidine-3-carboxylate